FC(C1=NC=CC=C1C(=O)NC1=C2[C@@H](CC(C2=CC=C1)(C)C)CC)F 2-(Difluoromethyl)-N-[(3R)-3-ethyl-1,1-dimethyl-2,3-dihydro-1H-inden-4-yl]pyridine-3-carboxamide